alpha-fluorophenylpropionic acid FC(C(=O)O)(C)C1=CC=CC=C1